(5-cyclopropyl-1-(pyridin-3-yl)-1H-pyrazol-4-yl)carbamic acid tert-butyl ester C(C)(C)(C)OC(NC=1C=NN(C1C1CC1)C=1C=NC=CC1)=O